CC(C)C1=NC=NC(=C1N1C(N=C(C2=C1N=C(C(=C2)F)C2=C(C=CC=C2)F)N2[C@H](CN(CC2)C(C=C)=O)C)=O)C(C)C 1-(4,6-di(2-propanyl)-5-pyrimidinyl)-6-fluoro-7-(2-fluorophenyl)-4-((2S)-2-methyl-4-(2-propenoyl)-1-piperazinyl)pyrido[2,3-d]pyrimidin-2(1H)-one